OC1=C(C(=CC(=C1CNC(=O)C1CCCC1)CCCCC)O)C1=CC(=CC=C1)C N-((2,6-dihydroxy-3'-methyl-4-pentyl-[1,1'-biphenyl]-3-yl)methyl)cyclopentanecarboxamide